BrC=1C=C(C(=CC1)NC)N 4-bromo-N1-methyl-benzene-1,2-diamine